Cl.NC1C2CN(CC1CC2)C2=NC(=C(C=1N2C=CN1)C1=CC(=C(C=C1)OC)O)C1=CC(=C(C#N)C=C1)F 4-(5-(8-amino-3-azabicyclo[3.2.1]octane-3-yl)-8-(3-hydroxy-4-methoxyphenyl)imidazolo[1,2-c]pyrimidin-7-yl)-2-fluorobenzonitrile hydrochloride